C(CCCCC)C1(CCCCC1)C(=O)OC(C)I 1-iodoethyl 1-hexylcyclohexanecarboxylate